ClC1=C(C=C(C(=C1)F)OC)C1=CC=2N(C(N(C(C2S1)=O)C1=CN=CC2=CC=CC(=C12)Cl)=O)COCC[Si](C)(C)C 6-(2-chloro-4-fluoro-5-methoxy-phenyl)-3-(5-chloro-4-isoquinolyl)-1-(2-trimethylsilylethoxymethyl)thieno[3,2-d]pyrimidine-2,4-dione